ClC1=CC(=C(C(=O)N(C)C2=C(C=CC=C2)OC)C=C1C=1C=NC(=CC1C#N)C(F)(F)F)OC 4-chloro-5-(4-cyano-6-trifluoromethyl-pyridin-3-yl)-2-methoxy-N-(2-methoxy-phenyl)-N-methyl-benzamide